C(CCCCCCC)S(=O)(=O)O\N=C\1/C=C/C(/S1)=C(/C#N)\C1=CC=CC=C1 (Z)-2-((E)-5-(octylsulfonyloxyimino)thiophen-2(5H)-ylidene)-2-phenylacetonitrile